4-chloro-2-(1-hydroxyethyl-1H-pyrazol-4-yl)-1-p-toluenesulfonyl-1H-pyrrole ClC=1C=C(N(C1)S(=O)(=O)C1=CC=C(C)C=C1)C=1C=NN(C1)C(C)O